(2R,8aS)-2-(2,3-dichloro-6-hydroxyphenyl)-N-(2-hydroxyethyl)-5-oxo-hexahydro-1H-indolizine-7-carboxamide ClC1=C(C(=CC=C1Cl)O)[C@H]1C[C@H]2CC(CC(N2C1)=O)C(=O)NCCO